2-(4-(((1-(4-amino-6-methylpyrimidin-2-yl)piperidin-3-yl)methoxy)methyl)piperidin-1-yl)-4-bromobenzoic acid NC1=NC(=NC(=C1)C)N1CC(CCC1)COCC1CCN(CC1)C1=C(C(=O)O)C=CC(=C1)Br